ClC1=NC=C(C(=N1)C1=NN(C=C1)C1=CCCCC1)F 2-chloro-4-(1-(cyclohex-1-en-1-yl)-1H-pyrazol-3-yl)-5-fluoropyrimidine